trans-triiodothyronine N[C@@H](CC1=CC(I)=C(C(I)=C1)OC1=CC(I)=C(C=C1)O)C(=O)O